4-(3-(4-ethoxy-3-(1-methyl-7-oxo-3-propyl-6,7-dihydro-1H-pyrazolo[4,3-d]pyrimidin-5-yl)phenyl)-4,4-dimethyl-5-oxo-2-thioxoimidazolidin-1-yl)-2-(trifluoromethyl)benzonitrile C(C)OC1=C(C=C(C=C1)N1C(N(C(C1(C)C)=O)C1=CC(=C(C#N)C=C1)C(F)(F)F)=S)C=1NC(C2=C(N1)C(=NN2C)CCC)=O